ClC=1SC(=CN1)[C@H]1CSC=2N1C(C(=C([N+]2CC)[O-])C2=CC=CC=C2)=O (3R)-3-(2-chlorothiazol-5-yl)-8-ethyl-5-oxo-6-phenyl-2,3-di-hydrothiazolo[3,2-a]pyrimidin-8-ium-7-olate